((S)-1-(4-fluorophenyl)-3,4-dihydroisoquinolin-2(1H)-yl)((R)-morpholin-2-yl)methanone FC1=CC=C(C=C1)[C@@H]1N(CCC2=CC=CC=C12)C(=O)[C@H]1CNCCO1